O.O[C@@H]1[C@H](O)[C@@H](O)[C@H](O[C@H]2[C@H](O)[C@@H](O)[C@@H](O)[C@H](O2)CO)[C@H](O1)CO α-Lactose-Monohydrat